5-(1H-imidazol-1-yl)-2-(3-(piperidin-4-ylthio)-1,2,4-triazin-6-yl)phenol N1(C=NC=C1)C=1C=CC(=C(C1)O)C1=CN=C(N=N1)SC1CCNCC1